CN(C)C(C)(C)C N,N-dimethyl-t-butylamine